N-(3-chloro-5-(methylsulfonamido)phenyl)-5-(trifluoromethyl)benzo[b]thiophene-2-carboxamide ClC=1C=C(C=C(C1)NS(=O)(=O)C)NC(=O)C1=CC2=C(S1)C=CC(=C2)C(F)(F)F